S(N)(=O)(=O)NCCC1CN(C1)C1=NC=NC=2C=C3C(=CC12)OCO3 8-(3-(2-sulfamoylaminoethyl)azetidine-1-yl)-[1,3]dioxolo[4,5-g]quinazoline